Cl.ClC=1C=C(NC([2H])([2H])[2H])C=CC1F 3-chloro-4-fluoro-N-(methyl-d3)aniline hydrochloride